(1s,4s)-4-((2-((2-(1-(Cyclopropylsulfonyl)-1H-pyrazol-4-yl)pyrimidin-4-yl)amino)-5-(1-(1-methylpiperidin-4-yl)-1H-pyrazol-3-yl)pyridin-4-yl)amino)-1-methylcyclohexan-1-ol C1(CC1)S(=O)(=O)N1N=CC(=C1)C1=NC=CC(=N1)NC1=NC=C(C(=C1)NC1CCC(CC1)(O)C)C1=NN(C=C1)C1CCN(CC1)C